C(CCCCCCCCCCCCCC)OCCCCCCCCCCCCCCC 1-pentadecylether